6-chloro-N-((3-(4-chloro-1H-pyrazol-1-yl)azetidin-3-yl)methyl)-2-(trifluoromethyl)quinolin-4-amine ClC=1C=C2C(=CC(=NC2=CC1)C(F)(F)F)NCC1(CNC1)N1N=CC(=C1)Cl